benzo[d]thiazol-6-amine S1C=NC2=C1C=C(C=C2)N